BrC1=CC(=C2CN(C(C2=C1)=O)C1C(NC(CC1)=O)=O)OCC(=O)OC(C)(C)C tert-butyl 2-[6-bromo-2-(2,6-dioxo-3-piperidyl)-1-oxo-isoindolin-4-yl]oxyacetate